benzyl-amine hydroiodic acid salt I.C(C1=CC=CC=C1)N